bromo-N,N-dimethyl-3',4'-dihydro-2'H-spiro[cyclopropane-1,1'-naphthalen]-4'-amine BrC1C2(C3=CC=CC=C3C(C1)N(C)C)CC2